1-(3-(tert-butyl)-1-phenyl-1H-pyrazol-5-yl)-3-(4-((3-oxo-3,4-dihydropyrido[2,3-b]pyrazin-8-yl)oxy)phenyl)urea C(C)(C)(C)C1=NN(C(=C1)NC(=O)NC1=CC=C(C=C1)OC1=CC=NC=2NC(C=NC21)=O)C2=CC=CC=C2